1-(2-fluorophenyl)-N-(2,3,6-trifluoro-4-(2-(((3S,5S)-5-fluoro-piperidin-3-yl)amino)-8-isopropyl-7-oxo-7,8-dihydropyrido[2,3-d]-pyrimidin-6-yl)phenyl)-methanesulfonamide FC1=C(C=CC=C1)CS(=O)(=O)NC1=C(C(=C(C=C1F)C1=CC2=C(N=C(N=C2)N[C@@H]2CNC[C@H](C2)F)N(C1=O)C(C)C)F)F